3-[4-[1-[4-[(3R,5R)-5-[(5-bromo-1-methyl-6-oxo-pyridazin-4-yl)amino]-1-methyl-3-piperidyl]benzoyl]azetidin-3-yl]oxyphenyl]piperidine-2,6-dione BrC1=C(C=NN(C1=O)C)N[C@@H]1C[C@@H](CN(C1)C)C1=CC=C(C(=O)N2CC(C2)OC2=CC=C(C=C2)C2C(NC(CC2)=O)=O)C=C1